ClC1=C(C(=CC=2NC(=NC21)CC2=C(C=C(C=C2)S(=O)(=O)C)Cl)Cl)C2=C(C=CC=C2)OC(F)(F)F 4,6-dichloro-2-(2-chloro-4-(methylsulfonyl)benzyl)-5-(2-(trifluoromethoxy)phenyl)-1H-benzo[d]imidazole